OCCN1CCCCC1 2-Hydroxyethyl-piperidin